FC1=C(CC2CCC3(CN(C3)C(=O)C3CC(C3)(C)O)CC2)C=CC=C1C (7-(2-Fluoro-3-methylbenzyl)-2-azaspiro[3.5]nonan-2-yl)((1s,3s)-3-hydroxy-3-methylcyclobutyl)methanone